1-(2,2-dimethoxyethyl)-4-[5-(4,4,5,5-tetramethyl-1,3,2-dioxaborolan-2-yl)-2-pyridyl]piperazin-2-one COC(CN1C(CN(CC1)C1=NC=C(C=C1)B1OC(C(O1)(C)C)(C)C)=O)OC